O=C1N(C(C=C1)=O)CCN1CCC(CC1)C(NCCOCCOCCOCCOCCC(=O)OC(C)(C)C)=O tert-butyl 1-(1-(2-(2,5-dioxo-2,5-dihydro-1H-pyrrol-1-yl)ethyl)piperidin-4-yl)-1-oxo-5,8,11,14-tetraoxa-2-azaheptadecan-17-oate